9-(naphthalene-1-yl)-10-(naphthalene-2-yl)anthracene C1(=CC=CC2=CC=CC=C12)C=1C2=CC=CC=C2C(=C2C=CC=CC12)C1=CC2=CC=CC=C2C=C1